N-[4-[4-[4-[(2,6-difluorophenyl)methyl]-5-oxo-1,2,4-triazol-1-yl]phenoxy]-2-pyridyl]acetamide FC1=C(C(=CC=C1)F)CN1C=NN(C1=O)C1=CC=C(OC2=CC(=NC=C2)NC(C)=O)C=C1